2-[({8-chloro-2-[3-(2,3-dihydro-1,4-benzodioxin-6-yl)-2-methylphenyl][1,2,4]triazolo[1,5-a]pyridin-6-yl}methyl)amino]ethanol ClC=1C=2N(C=C(C1)CNCCO)N=C(N2)C2=C(C(=CC=C2)C2=CC1=C(OCCO1)C=C2)C